1-(isocyanatomethyl)-1,3,3-trimethylcyclohexan N(=C=O)CC1(CC(CCC1)(C)C)C